N1N=C(N=C1)C=1NN=C(N1)C1=NC(=CC=C1)C=1N=C(NN1)C1=NNC=N1 2,6-di(1H,2'H-[3,3'-bi(1,2,4-triazol)]-5'-yl)pyridine